C1(=C(C=CC=C1)N(CCO)CCO)C N-tolyl-diethanolamine